Methyl benzoate trifluoroacetate salt FC(C(=O)O)(F)F.C(C1=CC=CC=C1)(=O)OC